N-(4-(9-ethyl-1,3,4,9-tetrahydro-2H-pyrido[3,4-b]indol-2-yl)butyl)-[1,1'-biphenyl]-4-carboxamide C(C)N1C2=C(C3=CC=CC=C13)CCN(C2)CCCCNC(=O)C2=CC=C(C=C2)C2=CC=CC=C2